OC1=C(C#N)C=CC=C1[N+](=O)[O-] 2-hydroxy-3-nitrobenzonitrile